(S)-1-(1-(chloromethyl)-5-hydroxy-1H-benzo[e]indol-3(2H)-yl)-2,2,2-trifluoroethanone ClC[C@@H]1CN(C=2C=C(C3=C(C12)C=CC=C3)O)C(C(F)(F)F)=O